C(C)(C)(C)OC(=O)N1CCC(CC1)C=1C=C2C(=CNC2=CC1)CC 4-(3-Ethyl-1H-indol-5-yl)piperidine-1-carboxylic acid tert-butyl ester